methyl 2-((tert-butoxycarbonyl) amino)-7-(naphthalen-2-yloxy)-1,2,3,4-tetrahydronaphthalen-2-carboxylate C(C)(C)(C)OC(=O)NC1(CC2=CC(=CC=C2CC1)OC1=CC2=CC=CC=C2C=C1)C(=O)OC